O1[C@@H](CCC1)C(=O)O (S)-tetrahydrofuranic acid